(S)-N-(cyclopropylmethyl)-7-(4-fluorobenzyl)-2-methyl-2,3-dihydro-1H-pyrido[2,3-b][1,4]oxazine-6-carboxamide C1(CC1)CNC(=O)C=1C(=CC2=C(OC[C@@H](N2)C)N1)CC1=CC=C(C=C1)F